CC1(COC2=CN=CC=C21)C(=O)N 3-methyl-2,3-dihydrofuro[2,3-c]pyridine-3-carboxamide